(R)-N-(cyclopropylmethyl)-4-(2,2-difluoro-7-((5-methoxy-7-methyl-1H-indol-4-yl)methyl)-7-azaspiro[3.5]nonan-6-yl)benzamide C1(CC1)CNC(C1=CC=C(C=C1)[C@H]1CC2(CC(C2)(F)F)CCN1CC1=C2C=CNC2=C(C=C1OC)C)=O